The molecule is a carbamate ester obtained by the formal condensation of 1-naphthol with methylcarbamic acid. It has a role as an EC 3.1.1.7 (acetylcholinesterase) inhibitor, a carbamate insecticide, an EC 3.1.1.8 (cholinesterase) inhibitor, an acaricide, an agrochemical and a plant growth retardant. It is a carbamate ester and a member of naphthalenes. It derives from a methylcarbamic acid and a 1-naphthol. CNC(=O)OC1=CC=CC2=CC=CC=C21